C12CCCC(CC1)N2C2=C(C=C1C(=N2)COC1)C(=O)OC methyl 2-(8-azabicyclo[3.2.1]oct-8-yl)-5,7-dihydrofuro[3,4-b]pyridine-3-carboxylate